ClC=1C=CC2=C(N(CN(S2(=O)=O)[C@@H]([C@H](C)C2=C(C(=CC=C2F)C)C)C2=NNC(O2)=O)C([2H])([2H])[2H])C1 5-((1S,2R)-1-(6-chloro-4-(methyl-d3)-1,1-dioxido-3,4-dihydro-2H-benzo[e][1,2,4]thiadiazin-2-yl)-2-(6-fluoro-2,3-dimethylphenyl)propyl)-1,3,4-oxadiazol-2(3H)-one